4-Methyl-4-{[(4,5,6,7-tetrachloro-1,3-dioxo-1,3-dihydro-2H-isoindol-2-yl)oxy]carbonyl}piperidine-1-carboxylic acid tert-butyl ester C(C)(C)(C)OC(=O)N1CCC(CC1)(C(=O)ON1C(C2=C(C(=C(C(=C2C1=O)Cl)Cl)Cl)Cl)=O)C